3-(hydroxymethyl)-3-nitrocyclobutanecarboxylic acid tert-butyl ester C(C)(C)(C)OC(=O)C1CC(C1)([N+](=O)[O-])CO